1-(2-chloro-5-methoxy-4-nitrophenyl)piperazine ClC1=C(C=C(C(=C1)[N+](=O)[O-])OC)N1CCNCC1